3-(1-acetyl-4-ethoxypiperidin-4-yl)-5-(((R)-1-(3-(difluoromethyl)-2-fluorophenyl)ethyl)amino)-1,7-dimethyl-8-(((R)-1-methylpyrrolidin-3-yl)oxy)-1,6-naphthyridin-2(1H)-one C(C)(=O)N1CCC(CC1)(OCC)C=1C(N(C2=C(C(=NC(=C2C1)N[C@H](C)C1=C(C(=CC=C1)C(F)F)F)C)O[C@H]1CN(CC1)C)C)=O